CC1(OCC2=C(O1)C=CC(=C2)C2CNC(O2)=O)C 5-(2,2-dimethyl-4H-1,3-benzodioxin-6-yl)-2-oxazolidinone